6-((5-cyclopropyl-1H-pyrazol-3-yl)amino)-2-(piperazin-1-yl)-N-propylpyrimidine-4-carboxamide 2,2,2-trifluoroacetate FC(C(=O)O)(F)F.C1(CC1)C1=CC(=NN1)NC1=CC(=NC(=N1)N1CCNCC1)C(=O)NCCC